5-[2-(Benzyloxy)-4-[bis[4-[(tert-butyldiphenylsilyl)oxy]butyl]amino]styryl]thiophene-2-carbaldehyde C(C1=CC=CC=C1)OC1=C(C=CC2=CC=C(S2)C=O)C=CC(=C1)N(CCCCO[Si](C1=CC=CC=C1)(C1=CC=CC=C1)C(C)(C)C)CCCCO[Si](C1=CC=CC=C1)(C1=CC=CC=C1)C(C)(C)C